tert-butyl (3-((3-aminopropyl)amino)-propyl)carbamate NCCCNCCCNC(OC(C)(C)C)=O